tert-butyl 1-[(1r,4r)-4-{[4-(2,6-dioxopiperidin-3-yl)phenyl]amino}cyclohexanecarbonyl]piperidine-4-carboxylate O=C1NC(CCC1C1=CC=C(C=C1)NC1CCC(CC1)C(=O)N1CCC(CC1)C(=O)OC(C)(C)C)=O